COC(=O)C=1N=CN(C1)CC1=NC=CN=C1 1-(pyrazin-2-ylmethyl)imidazole-4-carboxylic acid methyl ester